C(CCC)[C@@H]1N(S(C=2C(C1)N(C=C(C2OCC(C(=O)O)(C)C)SC)C2=CC=C(C=C2)F)(=O)=O)C (S)-3-((3-butyl-5-(4-fluorophenyl)-2-methyl-7-(methylsulfanyl)-1,1-dioxo-2,3,4,5-tetrahydro-1,2,5-benzothiadiazin-8-yl)oxy)-2,2-dimethylpropionic acid